CN(C)C(CO)(CO)CO N,N-dimethyltris(hydroxymethyl)-aminomethane